FC(C=1C=CC(=NC1)[C@H](C)NC1CC1)(F)F N-[(1S)-1-[5-(trifluoromethyl)-2-pyridyl]ethyl]cyclopropanamine